ethyl 4-(2-((4-(morpholinyl-3,3,5,5-d4)phenyl)amino)pyrimidin-4-yl)benzoate N1(C(COCC1([2H])[2H])([2H])[2H])C1=CC=C(C=C1)NC1=NC=CC(=N1)C1=CC=C(C(=O)OCC)C=C1